C(C1=CC=CC=C1)N1C(N(C2=C1C=NC(=C2)NC2=C(C=C(C=C2)OC)C)C2CCCC2)=O 3-Benzyl-1-cyclopentyl-6-((4-methoxy-2-methylphenyl)amino)-1,3-dihydro-2H-imidazo[4,5-c]pyridin-2-one